FCCN1CCN(CC1)C1=C(C2=C(N=C(N(C2=O)CC2=CC=C(C=C2)OC)C)C=N1)C#N 6-(4-(2-fluoroethyl)piperazin-1-yl)-3-(4-methoxybenzyl)-2-methyl-4-oxo-3,4-dihydropyrido[3,4-d]pyrimidine-5-carbonitrile